tert-butyl ((5-bromo-2-methoxyphenyl)(cyclopropyl)(oxo)-λ6-sulfaneylidene)carbamate BrC=1C=CC(=C(C1)S(=O)(C1CC1)=NC(OC(C)(C)C)=O)OC